(Z)-2-(5-bromo-1H-indol-3-yl)-3-(4-(pyridin-2-ylsulfanyl)pyridin-3-yl)-acrylonitrile BrC=1C=C2C(=CNC2=CC1)/C(/C#N)=C/C=1C=NC=CC1SC1=NC=CC=C1